The molecule is a ketopentose phosphate that is D-ribulose 5-phosphate in which the 1-hydroxy group is replaced by a methylthio group. It has a role as a bacterial metabolite. It is a ketopentose phosphate, a thiosugar and a methyl sulfide. It derives from a D-ribulose. It is a conjugate acid of a 1-(methylthio)ribulose 5-phosphate(2-). CSCC(=O)[C@@H]([C@@H](COP(=O)(O)O)O)O